C(C)S(=O)(=O)C=1C(=NC=CC1)C1=NC=2C(=NC=C(C2)C(F)(F)F)N1C 2-(3-ethylsulfonyl-2-pyridyl)-3-methyl-6-(trifluoromethyl)imidazo[4,5-b]pyridine